FC1=C(C(=C(C(=C1[B-](C1=C(C(=C(C(=C1F)F)F)F)F)(C1=C(C(=C(C(=C1F)F)F)F)F)C1=C(C(=C(C(=C1F)F)F)F)F)F)F)F)F.OC(C[SiH2]OC1=CC=C(C=C1)[I+]C1=CC=CC=C1)CCCCCCCCCCCC [4-(2-hydroxy-n-tetradecylsiloxy)phenyl]phenyliodonium tetrakis(pentafluorophenyl)borate